COC=1C=C(C=CC1)N(C1=CC(=CC=C1)OC)C1=CC(=CC=C1)OC tris(3-methoxyphenyl)amine